5-bromo-3,4-dihydronaphthalene-2-carboxylic acid methyl ester COC(=O)C1=CC2=CC=CC(=C2CC1)Br